1-(2-fluoro-4-{4-[2-(6-methylpyridin-3-yl)acetamido]-1H-1,2,3-triazol-1-yl}butyl)-N-{[2-fluoro-5-(trifluoromethoxy)phenyl]methyl}-1H-1,2,3-triazole-4-carboxamide FC(CN1N=NC(=C1)C(=O)NCC1=C(C=CC(=C1)OC(F)(F)F)F)CCN1N=NC(=C1)NC(CC=1C=NC(=CC1)C)=O